(4-aminothiophen-2-yl)boric acid NC=1C=C(SC1)OB(O)O